C(C)N1N=CC2=CC(=CC=C12)C=1N=C(NC1C1=NC(=CC=C1)C)N 4-(1-ethyl-1H-indazol-5-yl)-5-(6-methylpyridin-2-yl)-1H-imidazol-2-amine